ClC1=C(C(=CC=C1)F)C(=O)NC=1C=C(C2=C(NC(=N2)N(C)C)C1)C(=O)NC1=CC(=C(C=C1)C)Cl 6-{[(2-Chloro-6-fluorophenyl)carbonyl]amino}-N-(3-chloro-4-methylphenyl)-2-(dimethylamino)-1H-benzimidazole-4-carboxamide